C1(CC1)C1=C(C(=NC=N1)O)C1=NN2C(C(=N1)N(CC1=CC=C(C=C1)C=1N(C=C(N1)C(F)(F)F)C(C)C)C(F)F)=NC=C2 6-cyclopropyl-5-(4-((difluoromethyl)(4-(1-isopropyl-4-(trifluoromethyl)-1H-imidazol-2-yl)benzyl)amino)imidazo[2,1-f][1,2,4]triazin-2-yl)pyrimidin-4-ol